(2-cyclopropoxy-4-fluorophenyl)(6-(1-(5-fluoro-2-methylphenyl)-5-methyl-1H-pyrazol-3-yl)-2-azaspiro[3.3]heptan-2-yl)methanone oxygen [O].C1(CC1)OC1=C(C=CC(=C1)F)C(=O)N1CC2(C1)CC(C2)C2=NN(C(=C2)C)C2=C(C=CC(=C2)F)C